CC1(C(C(=CC2(CN(C2)C(=O)C=2C=NC=C(C2)C(F)(F)F)C1)C#N)=O)C 8,8-dimethyl-7-oxo-2-[5-(trifluoromethyl)pyridine-3-carbonyl]-2-azaspiro[3.5]non-5-ene-6-carbonitrile